{3-[(tert-butoxycarbonyl)amino]propanoyl}-D-proline C(C)(C)(C)OC(=O)NCCC(=O)N1[C@H](CCC1)C(=O)O